(S)-2-(4-bromophenyl)-3-oxohexahydroimidazo[1,5-a]pyrazine BrC1=CC=C(C=C1)N1C(N2[C@@H](CNCC2)C1)=O